OC=1C(=C(C(=O)C2=CC=CC=C2)C=CC1OCCOC(C(=C)C)=O)O dihydroxy-4-(2-methacryloyloxyethoxy)benzophenone